4-((2,5-dihydroxy-4-sulfophenyl)methylthiomethyl)-2,5-dihydroxybenzoic acid OC1=C(C=C(C(=C1)S(=O)(=O)O)O)CSCC1=CC(=C(C(=O)O)C=C1O)O